C(C=C)N1N(C2=NC(=NC=C2C1=O)SC)C1=NC(=CC(=C1)O[Si](C1=CC=CC=C1)(C1=CC=CC=C1)C(C)(C)C)C(C)(C)O 2-allyl-1-(4-(tert-butyldiphenylsiloxy)-6-(2-hydroxypropan-2-yl)pyridin-2-yl)-6-methylsulfanyl-1,2-dihydro-3H-pyrazolo[3,4-d]pyrimidin-3-one